[[1-(pyrrolidin-3-ylmethyl)piperidin-4-yl]methyl]benzamide N1CC(CC1)CN1CCC(CC1)CC1=C(C(=O)N)C=CC=C1